C(\C=C/C(=O)OCC(F)(F)F)(=O)OCC(F)(F)F bis(2,2,2-trifluoroethyl) maleate